benzyl 4-(2-(tert-butoxy)-2-oxoethyl)-4-hydroxypiperidine-1-carboxylate C(C)(C)(C)OC(CC1(CCN(CC1)C(=O)OCC1=CC=CC=C1)O)=O